4-nitrobenzyl ((1S,4R)-4-(((1S,3S)-3-mercaptocyclobutyl)amino)cyclohexyl)carbamate SC1CC(C1)NC1CCC(CC1)NC(OCC1=CC=C(C=C1)[N+](=O)[O-])=O